FC(CC=1N=C2C(=NC=NC2=NC1)N1CC2(C1)CCN(CC2)C(=O)OC(C)(C)C)(F)F tert-Butyl 2-(6-(2,2,2-trifluoroethyl)pteridin-4-yl)-2,7-diazaspiro[3.5]nonane-7-carboxylate